5-(hydroxymethyl)-1-benzothiophene-7-ol OCC=1C=C(C2=C(C=CS2)C1)O